COCOCC1OCCCC1N ((methoxymethoxy)methyl)tetrahydro-2H-pyran-3-amine